BrC=1C=C(OC2=CC=C3C=4C5=C(C=CC4N(C3=C2)C2=NC=CC(=C2)C(C)(C)C)C=2C=CC=CC2C52C5=CC=CC=C5C=5C=CC=CC52)C=C(C1)C([2H])([2H])[2H] 3'-(3-bromo-5-(methyl-d3)phenoxy)-5'-(4-(tert-butyl)pyridin-2-yl)-5'h-spiro[fluorene-9,12'-indeno[1,2-c]carbazole]